Methyl (S)-2-(1-(3-(1H-1,2,3-triazol-1-yl)propanoyl)piperidin-3-yl)-7-bromo-1H-indole-5-carboxylate N1(N=NC=C1)CCC(=O)N1C[C@H](CCC1)C=1NC2=C(C=C(C=C2C1)C(=O)OC)Br